((1-(5-fluoro-1H-pyrrolo[2,3-b]pyridin-3-yl)-6-oxo-1,6-dihydropyridazin-3-yl)amino)propionic acid FC=1C=C2C(=NC1)NC=C2N2N=C(C=CC2=O)NC(C(=O)O)C